Cl.N[C@H](C(=O)N[C@H](C)C1=CC=C(C=C1)S(=O)(=O)C)CCC(=O)N (2S)-2-amino-N-[(1R)-1-(4-methylsulfonylphenyl)ethyl]Glutaramide hydrochloride